[Si](C)(C)(C(C)(C)C)OCC=1C=C(C=CC1F)/C=C/C=O (E)-3-(3-(((tert-butyldimethylsilyl)oxy)methyl)-4-fluorophenyl)acrolein